CC(C)C1=NC(=CS1)CN(C)C(=O)N[C@@H](CCN2CCOCC2)C(=O)N[C@H](CC[C@H](CC3=CC=CC=C3)NC(=O)OCC4=CN=CS4)CC5=CC=CC=C5 The molecule is a monocarboxylic acid amide obtained by formal condensation of the carboxy group of (2S)-2-({[(2-isopropyl-1,3-thiazol-4-yl)methyl](methyl)carbamoyl}amino)-4-(morpholin-4-yl)butanoic acid with the amino group of 1,3-thiazol-5-ylmethyl [(2R,5R)-5-amino-1,6-diphenylhexan-2-yl]carbamate. Acts as a pharmacoenhancer in treatment of HIV-1 by inhibiting P450 enzymes that metabolise other medications.. It has a role as a P450 inhibitor. It is a member of 1,3-thiazoles, a member of morpholines, a member of ureas, a carbamate ester and a monocarboxylic acid amide.